NC=1C=C(C=C(C1)C(F)(F)F)[C@@H](C)NC1=NC(=NC2=CC3=C(C=C12)N(CCO3)C)C (R)-N-(1-(3-amino-5-(trifluoromethyl)phenyl)ethyl)-2,6-dimethyl-7,8-dihydro-6H-[1,4]oxazino[3,2-g]quinazolin-4-amine